C1(CC1)CCN(S(=O)(=O)NC=1C(=C(C(=O)C2=CNC3=NC=C(C=C32)C=3C=NC(=NC3)C(C)C)C=CC1)F)C 3-[3-[[2-cyclopropylethyl(methyl)sulfamoyl]amino]-2-fluoro-benzoyl]-5-(2-isopropylpyrimidin-5-yl)-1H-pyrrolo[2,3-b]pyridine